(4-(1H-pyrazol-1-yl)piperidin-1-yl)(3-((3-chloro-5-(trifluoromethyl)pyridin-2-yl)methoxy)-5-(piperidine-1-carbonyl)isoquinolin-7-yl)methanone N1(N=CC=C1)C1CCN(CC1)C(=O)C1=CC(=C2C=C(N=CC2=C1)OCC1=NC=C(C=C1Cl)C(F)(F)F)C(=O)N1CCCCC1